(1R,2S,3S,5S)-tert-butyl 3-((6-(4-(difluoromethyl)-2-methoxyphenyl) pyridazin-3-yl) (methyl) amino)-2-fluoro-8-azabicyclo[3.2.1]Octane-8-carboxylate FC(C1=CC(=C(C=C1)C1=CC=C(N=N1)N([C@@H]1[C@@H]([C@H]2CC[C@@H](C1)N2C(=O)OC(C)(C)C)F)C)OC)F